ON=C(N)C1=CC2=C(N(C(N2C)=O)C)C=C1 N'-hydroxy-1,3-dimethyl-2-oxo-benzimidazole-5-carboxamidine